N-[(1R)-1-[3-amino-5-(trifluoromethyl)phenyl]ethyl]-2-chloro-6,7-dihydro-5H-pyrrolo[3,4-d]pyrimidin-4-amine TFA salt OC(=O)C(F)(F)F.NC=1C=C(C=C(C1)C(F)(F)F)[C@@H](C)NC=1C2=C(N=C(N1)Cl)CNC2